2-(10-bromoanthracene-9-yl)benzonitrile BrC1=C2C=CC=CC2=C(C2=CC=CC=C12)C1=C(C#N)C=CC=C1